(7S)-2-bromo-3-[(3-fluoro-2-methoxyphenyl)amino]-7-methyl-5H,6H,7H-pyrazolo[1,5-a]pyrazin-4-one BrC1=NN2C(C(NC[C@@H]2C)=O)=C1NC1=C(C(=CC=C1)F)OC